3-methyl-6-(3-nitro-phenyl)imidazo[1,2-b]Pyridazine CC1=CN=C2N1N=C(C=C2)C2=CC(=CC=C2)[N+](=O)[O-]